C(C)OC(CSCCCC(=O)OCC)=O ethyl 4-((2-ethoxy-2-oxoethyl)thio)butyrate